trans-N1-(5-(1,8-naphthyridin-3-yl)pyrrolo[2,1-f][1,2,4]triazin-2-yl)-N4-methylcyclohexane-1,4-diamine N1=CC(=CC2=CC=CN=C12)C=1C=CN2N=C(N=CC21)N[C@@H]2CC[C@H](CC2)NC